1-(2-cyclopropyl-4-iodo-1-methyl-1H-imidazol-5-yl)ethan-1-one C1(CC1)C=1N(C(=C(N1)I)C(C)=O)C